C(C1=CC=CC=C1)C1NC(OC1)=O (E)-4-benzyl-2-oxazolidinone